N-hexadecyl-2-methyl-3-hydroxymethyl-pyridin-4-one C(CCCCCCCCCCCCCCC)N1C(=C(C(C=C1)=O)CO)C